4-(1,3-Dithian-2-yl)-2-methoxyphenyl cinnamate C(C=CC1=CC=CC=C1)(=O)OC1=C(C=C(C=C1)C1SCCCS1)OC